N-(3-(1H-benzo[d]imidazol-1-yl)propyl)-5-(furan-2-yl)isoxazole-3-carboxamide N1(C=NC2=C1C=CC=C2)CCCNC(=O)C2=NOC(=C2)C=2OC=CC2